CN1C[C@@H]2N(C[C@@H]2CC1)C=1SC2=C(N=NC(=C2)C2=C(C=C(C=C2)C=2C=NNC2)O)N1 2-{6-[(1R,6S)-3-Methyl-3,8-diazabicyclo[4.2.0]octan-8-yl][1,3]thiazolo[4,5-c]pyridazin-3-yl}-5-(1H-pyrazol-4-yl)phenol